OC1C(OCC1C1=CC=CC2=CC=CC=C12)=O (+)-3-Hydroxy-4-(1-naphthyl)dihydrofuran-2(3H)-one